Butyl 2-(2-chloro-5-fluoropyrimidin-4-yl)hydrazine-1-carboxylate ClC1=NC=C(C(=N1)NNC(=O)OCCCC)F